(8S,11S)-18-methyl-7-oxa-3,10,13,18,19-pentaazapentacyclo[15.6.1.12,6.18,11.020,24]hexacosane-1(23),2(26),3,5,17(24),19,21-heptaen-12-one CN1C=2CCCNC([C@H]3NC[C@@H](OC4=CC=NC(C5=CC=CC(=N1)C52)=C4)C3)=O